NCCN1CCN(CCC1)C1=NC2=CC(=C(C=C2C=C1C#N)OC)OC (4-(2-aminoethyl)-1,4-diazepan-1-yl)-6,7-dimethoxyquinoline-3-carbonitrile